C1(=CC=CC=C1)N1N(C(C2=CC=CC=C12)=O)C1=CC=CC=C1 1,2-diphenyl-1,2-dihydro-3H-indazol-3-one